[Zn+2].OC1=C(C=CC=C1)C=1OC2=C(N1)C=CC=C2.OC2=C(C=CC=C2)C=2OC1=C(N2)C=CC=C1 bis[2-(2-hydroxyphenyl)benzoxazol] zinc (II)